1'-((4-chlorophenyl)carbamoyl)-2-oxospiro[indoline-3,4'-piperidine]-5-carboxylic acid Methyl-1'-((4-chlorophenyl)carbamoyl)-2-oxospiro[indoline-3,4'-piperidine]-5-carboxylate COC(=O)C=1C=C2C(=CC1)NC(C21CCN(CC1)C(NC1=CC=C(C=C1)Cl)=O)=O.ClC1=CC=C(C=C1)NC(=O)N1CCC2(CC1)C(NC1=CC=C(C=C12)C(=O)O)=O